4-(Piperidin-1-yl)pyrrolidin-3-ol dihydrochloride Cl.Cl.N1(CCCCC1)C1C(CNC1)O